FC1=CC=CC(=N1)C1=CC=C2C(NS(C3=CC=CC(N[C@H](CC[C@H]4CC(N(C2=N1)C4)(C)C)C4=NC=CC=C4)=N3)(=O)=O)=O (14S,17R)-8-(6-fluoropyridin-2-yl)-12,12-dimethyl-17-(pyridin-2-yl)-2λ6-thia-3,9,11,18,23-pentaazatetracyclo[17.3.1.111,14.05,10]tetracosa-1(22),5,7,9,19(23),20-hexaene-2,2,4-trione